BrC1=CC(=C2N(C1=O)C1(CCC3=CC=C(C=C13)Cl)NC2=O)Cl 6-bromo-6',8-dichloro-spiro[2H-imidazo[1,5-a]pyridine-3,1'-indane]-1,5-dione